2-methyl-N-(2-methyl-4-(piperazin-1-yl)phenyl)-4-(piperazin-1-yl)benzamide bistrifluoroacetic acid salt FC(C(=O)O)(F)F.FC(C(=O)O)(F)F.CC1=C(C(=O)NC2=C(C=C(C=C2)N2CCNCC2)C)C=CC(=C1)N1CCNCC1